2-amino-5-((4-fluorophenyl)ethynyl)-4'-sulfamoyl-biphenyl-3-carboxamide NC1=C(C=C(C=C1C(=O)N)C#CC1=CC=C(C=C1)F)C1=CC=C(C=C1)S(N)(=O)=O